BrC1=CC=C2C(CCC(C2=C1)(O)CC1=NC(=NC(=C1CO)Cl)SC)(C)C 7-bromo-1-((6-chloro-5-(hydroxymethyl)-2-(methylthio)pyrimidin-4-yl)methyl)-4,4-dimethyl-1,2,3,4-tetrahydronaphthalen-1-ol